2,2',2''-(1,3,5-Benzenetriyl)-tris(1-phenyl-1H-benzimidazole) C1(=CC(=CC(=C1)C1=NC2=C(N1C1=CC=CC=C1)C=CC=C2)C2=NC1=C(N2C2=CC=CC=C2)C=CC=C1)C1=NC2=C(N1C1=CC=CC=C1)C=CC=C2